2,6-bis((R)-1-(3,5-di-t-butylphenyl)ethyl)-4-methylaniline C(C)(C)(C)C=1C=C(C=C(C1)C(C)(C)C)[C@@H](C)C1=C(N)C(=CC(=C1)C)[C@H](C)C1=CC(=CC(=C1)C(C)(C)C)C(C)(C)C